1'-(3,7-dimethyl-1H-indazole-5-carbonyl)-2-ethyl-5H-spiro[benzo[d]thiazole-6,4'-piperidin]-4(7H)-one CC1=NNC2=C(C=C(C=C12)C(=O)N1CCC2(CC1)CC1=C(N=C(S1)CC)C(C2)=O)C